C[C@H]1N(CC=C(C1)B1OC(C(O1)(C)C)(C)C)C(C)=O (R)-1-(2-methyl-4-(4,4,5,5-tetramethyl-1,3,2-dioxaborolan-2-yl)-3,6-dihydropyridin-1(2H)-yl)ethan-1-one